C(#N)C=1C=CC(=NC1)C=1C=C2C=C(C(N(C2=NC1)CCN1CCOCC1)=O)C(=O)O 6-(5-Cyanopyridin-2-Yl)-1-(2-Morpholinylethyl)-2-oxo-1,2-dihydro-1,8-naphthyridine-3-carboxylic acid